F[Sb-](F)(F)(F)(F)F.OC(COC1=C(C=CC=C1)C1=CC=C(C=C1)[IH+])CCCCCCCCCCCC 4-((2-hydroxytetradecyloxy)phenyl)(phenyl)iodonium hexafluoroantimonate